COC1=C(C(=O)O)C(=CC(=C1)OC)NCC1=CC=C(C=C1)C 2,4-dimethoxy-6-[(4-methylbenzyl)amino]benzoic acid